N1=NNC2=C1C=CC(=C2)NC(CN2C(C1=CC=C(C(=C1C1(CC1)C2)F)Br)=O)=O N-(3H-benzotriazol-5-yl)-2-(6-bromo-5-fluoro-1-oxospiro[3H-isoquinoline-4,1'-cyclopropane]-2-yl)acetamide